tert-butyl (1-(isopropylsulfonyl)piperidin-4-yl)carbamate C(C)(C)S(=O)(=O)N1CCC(CC1)NC(OC(C)(C)C)=O